3-ethoxy-4-((4-methyl-6-(2,6,6-trimethylcyclohex-1-en-1-yl)hex-3-en-1-yl)oxy)benzaldehyde C(C)OC=1C=C(C=O)C=CC1OCCC=C(CCC1=C(CCCC1(C)C)C)C